N-(1-(1H-indol-3-yl)propan-2-yl)-3,3-difluorocyclobutane-1-amine N1C=C(C2=CC=CC=C12)CC(C)NC1CC(C1)(F)F